CN(NC)CC=1N(C2=CC=CC=C2C1)CCC(NCC(N(CC(N(CC(N(CCC(N(C(C(=O)O)C)C)=O)CCO)=O)CCO)=O)CCO)=O)=O 19-(2-((1,2-Dimethylhydrazino)methyl)-1H-indol-1-yl)-7,10,13-tris(2-hydroxyethyl)-2,3-dimethyl-4,8,11,14,17-pentaoxo-3,7,10,13,16-pentaazanonadecane-1-oic acid